C(#N)C=1C=NN2C1C(=CC(=C2)C2=CC=C(C=C2)N2CCOCC2)OC=2C=CC(=NC2)NC(C=C)=O N-(5-((3-cyano-6-(4-morpholinophenyl)pyrazolo[1,5-a]pyridin-4-yl)oxy)pyridin-2-yl)acrylamide